4-((4-(((2-methoxyethyl)amino)methyl)phenyl)ethynyl)benzamide COCCNCC1=CC=C(C=C1)C#CC1=CC=C(C(=O)N)C=C1